(2-(3,4-Dimethoxyphenyl)-3-ethyl-1H-indol-5-yl)(piperazin-1-yl)methanone hydrochloride Cl.COC=1C=C(C=CC1OC)C=1NC2=CC=C(C=C2C1CC)C(=O)N1CCNCC1